C(C1=CC=CC=C1)[C@@H]1COC2=C3C4=C(N(C(N14)=O)C)C=NC3=CC(=C2C=2C=NC(=CC2)OCCCN2CCCCC2)F (R)-10-benzyl-6-fluoro-2-methyl-7-(6-(3-(piperidin-1-yl)propoxy)pyridin-3-yl)-9,10-dihydro-8-oxa-2,4,10a-triazanaphtho[2,1,8-cde]azulene-1(2H)-one